(3-(6-chloro-1-methyl-2-oxo-1,2-dihydropyridin-4-yl)-4-methylphenyl)-2-(trifluoromethyl)isonicotinamide ClC1=CC(=CC(N1C)=O)C=1C=C(C=CC1C)C1=C(C(=O)N)C=CN=C1C(F)(F)F